Tert-butyl-(1-(6-fluoro-3-(4-(5-(trifluoromethyl) pyrimidin-2-yl) piperazine-1-carbonyl)-1H-indol-1-yl) propan-2-yl) carbamate C(N)(OC(CN1C=C(C2=CC=C(C=C12)F)C(=O)N1CCN(CC1)C1=NC=C(C=N1)C(F)(F)F)CC(C)(C)C)=O